CC(C(=O)OCCP(=O)=C(O)C[N+](C)(C)C)=C 2-methylacryloyloxyethyl-phosphoryl-choline